1-(4-Methylphenyl)-2-(4,5,6,7-tetrahydro-2-imino-3(2H)-benzothiazol-yl)ethanone hydrobromide Br.CC1=CC=C(C=C1)C(CN1C(SC2=C1CCCC2)=N)=O